N[C@H](C(=O)N[C@H](CCCCNC(CBr)=O)C(=O)O)CCN(C(CO)=O)[C@H](C(C)(C)C)C=1N(C=C(C1)C1=C(C=CC(=C1)F)F)CC1=CC=CC=C1 N2-{(2S)-2-Amino-4-[{(1R)-1-[1-benzyl-4-(2,5-difluorophenyl)-1H-pyrrol-2-yl]-2,2-dimethylpropyl}(glycoloyl)amino]butanoyl}-N6-(bromoacetyl)-D-lysin